Sulfamoylurea S(N)(=O)(=O)NC(=O)N